[Na+].C(C(CCC)CCC)(=O)[O-] Valproate sodium salt